(4-(2-chlorophenyl)piperazin-1-yl)-3-phenoxypropan-2-ol ClC1=C(C=CC=C1)N1CCN(CC1)CC(COC1=CC=CC=C1)O